1-(4-azidophenyl)-2,2,2-trifluoroethan-1-one N(=[N+]=[N-])C1=CC=C(C=C1)C(C(F)(F)F)=O